2-bromo-4-methylpyridine BrC1=NC=CC(=C1)C